2-chloro-N-(5-chloro-2-(isopropyl(methyl)amino)pyridin-4-yl)acetamide ClCC(=O)NC1=CC(=NC=C1Cl)N(C)C(C)C